1H-isoindole-1-carbaldehyde C1(N=CC2=CC=CC=C12)C=O